OC=1C=C(C=CC1)CCC(=O)[O-] 3-(3-hydroxyphenyl)propanoate